3-fluoro-benzoic acid FC=1C=C(C(=O)O)C=CC1